C1(CC1)C1=NN(C=N1)C1CC2(CN(C2)C(=O)N2CC3(C2)CN(C3)CC=3N=NN(N3)CC(F)(F)F)C1 [6-(3-cyclopropyl-1,2,4-triazol-1-yl)-2-azaspiro[3.3]heptan-2-yl]-[6-[[2-(2,2,2-trifluoroethyl)tetrazol-5-yl]methyl]-2,6-diazaspiro[3.3]heptan-2-yl]methanone